C(=C)OCCSCC vinyl-[2-(ethylthio) ethyl] ether